[(1S,2S)-2-(2,4-dimethylphenyl)-1,3-dimethyl-butyl] (2S)-2-[(3-acetoxy-4-methoxy-pyridine-2-carbonyl)amino]propanoate C(C)(=O)OC=1C(=NC=CC1OC)C(=O)N[C@H](C(=O)O[C@H]([C@@H](C(C)C)C1=C(C=C(C=C1)C)C)C)C